OC(C=C)C(CO)(CO)CCC 2-(1-hydroxyallyl)-2-propyl-1,3-propanediol